FC(C(=O)O)(F)F.CNC1CCN(CC1)C(C)=O 1-(4-(methylamino)piperidin-1-yl)ethan-1-one 2,2,2-trifluoroacetate